FC1=CC=C(CN2CCN(CCC2)C2=NC=NC3=CC=C(C=C23)C2=CC(=NC=C2)N)C=C1 4-(4-(4-(4-fluorobenzyl)-1,4-diazepan-1-yl)quinazolin-6-yl)pyridin-2-amine